N,N'-dimethylethylenediammonium C[NH2+]CC[NH2+]C